OC1(COC1)C1=CC=C(C=C1)C(=O)N1CCC(CC1)S(=O)C1=NC=C(C=C1)C(F)(F)F (4-(3-hydroxyoxetan-3-yl)phenyl)(4-((5-(trifluoromethyl)pyridin-2-yl)sulfinyl)piperidin-1-yl)methanone